ClC=1C=C(C2=C(N1)N(C=C2)COCC[Si](C)(C)C)NCC2CC2 6-chloro-N-(cyclopropylmethyl)-1-((2-(trimethylsilyl)ethoxy)methyl)-1H-pyrrolo[2,3-b]pyridin-4-amine